C(C)(C)(C)OC(=O)N1[C@@H](CCC1)CNC1=C(C=CC(=C1)C(=O)OC(C)(C)C)N (S)-2-(((2-amino-5-(t-butoxycarbonyl)phenyl)amino)methyl)pyrrolidine-1-carboxylic acid tert-butyl ester